O1CCOC2=C1C=CC(=C2)C=2NC(C=1N(C2)N=C(C1)C(=O)O)=O 6-(2,3-Dihydro-1,4-benzodioxin-6-yl)-4-oxo-4,5-dihydropyrazolo[1,5-a]pyrazine-2-carboxylic acid